FC(C)(F)C1=NC=CC(=C1)NC1=CC(=NC=C1C1=NC=NC(=C1)C)NC(C)=O N-(4-((2-(1,1-difluoroethyl)pyridin-4-yl)amino)-5-(6-methylpyrimidin-4-yl)pyridin-2-yl)acetamide